N-(4-cyclohexylphenyl)-6-isopropyl-2-morpholino-6,7-dihydro-5H-pyrrolo[3,4-d]pyrimidin-4-amine formate C(=O)O.C1(CCCCC1)C1=CC=C(C=C1)NC=1C2=C(N=C(N1)N1CCOCC1)CN(C2)C(C)C